CN1C(N(CC1=O)[SeH])=O methylselenylhydantoin